OCCNCC(C(C(C(CO)O)O)O)O 6-(2-hydroxyethylamino)hexane-1,2,3,4,5-pentaol